OC1(CN(CC1)C1=CC(=C(C=C1)NC=1C=CC2=C(OCC(N2)=O)C1)C)C(F)(F)F 7-((4-(3-Hydroxy-3-(trifluoromethyl)pyrrolidin-1-yl)-2-methylphenyl)amino)-2H-benzo[b][1,4]oxazin-3(4H)-one